C(C1=CC=CC=C1)OC1=C(C=C(C=C1)OC(C1=CC=C(C=C1)O[Si](C(C)C)(C(C)C)C(C)C)=O)C 4-triisopropylsilyloxy-benzoic acid (4-benzyloxy-3-methyl-phenyl) ester